(S)-(+)-N-[1-(1-naphthyl)-ethyl]-phthalamic acid C1(=CC=CC2=CC=CC=C12)[C@H](C)NC(C=1C(C(=O)O)=CC=CC1)=O